FC=1C(=NC(=NC1)N[C@@H]1CC[C@H](CC1)O)C=1C=C(C=CC1)N1C(OCCC1)=O trans-3-(3-(5-fluoro-2-((4-hydroxycyclohexyl)amino)pyrimidin-4-yl)phenyl)-1,3-oxazinan-2-one